2,4-diethyl-3,5,6-trimethylphenol C(C)C1=C(C(=C(C(=C1C)CC)C)C)O